(3S,4S)-4-(4-(4-(2-(5-amino-8-(furan-2-yl)-3H-dipyrazolo[1,5-c:4',3'-e]pyrimidin-3-yl)ethyl)piperazin-1-yl)-3-fluorophenoxy)tetrahydrofuran-3-ol NC1=NC2=C(C=3N1N=C(C3)C=3OC=CC3)C=NN2CCN2CCN(CC2)C2=C(C=C(O[C@@H]3[C@H](COC3)O)C=C2)F